NC1=C(C=C(C=N1)C=1C=C2N(N1)CC[C@]21CN(CC1)C(=O)NCC)OC(C)C1=NC=CC=C1C (3R)-2'-(6-amino-5-{[1-(3-methylpyridin-2-yl)ethyl]oxy}pyridin-3-yl)-N-ethyl-5',6'-dihydrospiro[pyrrolidine-3,4'-pyrrolo[1,2-b]pyrazole]-1-carboxamide